(4-formyl-5-hydroxy-6-(2-(1-(prop-2-yn-1-yl)-1H-1,2,3-triazol-4-yl)ethyl) pyridin-3-yl)methyl phosphate P(=O)(OCC=1C=NC(=C(C1C=O)O)CCC=1N=NN(C1)CC#C)([O-])[O-]